(E)-2,12-Dibromo-8-methyl-6-methylene-5H-dibenzo[d,k][1,3]dioxacyclododecine-5,9(6H)-dione BrC=1C=CC2=C(OCOC3=C(C(/C(=C/C(C2=O)=C)/C)=O)C=CC(=C3)Br)C1